(2R,3R)-N,N-BIS(4-METHOXYBENZYL)-3-METHYLHEX-5-ENE-2-SULFONAMIDE COC1=CC=C(CN(S(=O)(=O)[C@H](C)[C@@H](CC=C)C)CC2=CC=C(C=C2)OC)C=C1